O=C(C(=O)NC=1C2=C(C=NC1)C=NN2COCC[Si](C)(C)C)N2[C@H](CC[C@@H](C2)C)C=2C=CC1=C(N=C(S1)[C@@H]1[C@H](CN(CC1)C)C)C2 |o1:37,38| 2-oxo-2-[(2R,5S)-5-methyl-2-[2-[rel-(3R,4S)-1,3-dimethyl-4-piperidyl]-1,3-benzothiazol-5-yl]-1-piperidyl]-N-[1-(2-trimethylsilylethoxymethyl)pyrazolo[4,3-c]pyridin-7-yl]acetamide